C(C=C)(=O)N1CCC(CC1)N1N=CC(=C1)C1=C(C2=C(N=CN=C2N)N1C)C1=CC=C(C(=O)NCC(C)(C)O)C=C1 4-(6-(1-(1-acryloylpiperidin-4-yl)-1H-pyrazol-4-yl)-4-amino-7-methyl-7H-pyrrolo[2,3-d]pyrimidin-5-yl)-N-(2-hydroxy-2-methylpropyl)benzamide